BrC1=CC=2N(C(N(C(C2S1)=O)C=1N=NC=C(C1)C)=O)CCC#N 3-[6-bromo-3-(5-methylpyridazin-3-yl)-2,4-dioxo-thieno[3,2-d]pyrimidin-1-yl]propanenitrile